COC(=O)[C@H]1C[C@H](CCC1)N1C(=NC2=C3CC[C@@H](N(C3=CC=C21)C(=O)OC)C)CCC2=CC=CC=C2 methyl (7S)-3-[cis-3-(methoxycarbonyl)cyclohexyl]-7-methyl-2-(2-phenylethyl)-3H,6H,7H,8H,9H-imidazo[4,5-f]quinoline-6-carboxylate